1-(4-(2-(7,8-dimethyl-[1,2,4]triazolo[1,5-a]pyridin-6-yl)-3-isopropyl-1H-indol-5-yl)piperidin-1-yl)-2-((2-hydroxyethyl)(methyl)amino)ethan-1-one CC1=C(C=2N(C=C1C=1NC3=CC=C(C=C3C1C(C)C)C1CCN(CC1)C(CN(C)CCO)=O)N=CN2)C